Tantalum Pentaethoxide [O-]CC.[O-]CC.[O-]CC.[O-]CC.[O-]CC.[Ta+5]